ClCCCOC=1C(=C(C=CC1)B(O)O)C (3-(3-chloropropyloxy)-2-methylphenyl)boronic acid